S(=O)(=O)(O)OC1=CC=C(C=C1)N p-Aminophenol Hydrogensulfat